C1(=CC=CC=C1)C=1N=C(SC1)NC(CCN1CCN(CC1)CC1=CC=CC=C1)=O N-(4-phenylthiazol-2-yl)-3-(4-benzylpiperazin-1-yl)propionamide